perfluoro(tridecyl)octyl-triethoxysilane FC(C(F)(F)F)(O[Si](OC(C(F)(F)F)(F)F)(OC(C(F)(F)F)(F)F)C(C(C(C(C(C(C(C(F)(F)F)(F)F)(F)F)(F)F)(F)F)(F)F)(F)F)(F)F)C(C(C(C(C(C(C(C(C(C(C(C(C(F)(F)F)(F)F)(F)F)(F)F)(F)F)(F)F)(F)F)(F)F)(F)F)(F)F)(F)F)(F)F)(F)F